ClC1=C(N)C=CC(=C1)OCC1=CC=C(C=C1)SC(F)(F)F 2-chloro-4-((4-((trifluoromethyl)thio)benzyl)oxy)aniline